3-((1s,3s)-3-((tert-butyldimethylsilyl)oxy)cyclobutyl)-2-(trifluoromethoxy)pyridine [Si](C)(C)(C(C)(C)C)OC1CC(C1)C=1C(=NC=CC1)OC(F)(F)F